[N+](=O)([O-])C=1C=CC2=C(CNC(C3N2CCN=C3)=O)C1 9-nitro-5-oxo-1,2,4a,5,6,7-hexahydrobenzo[f]pyrazino[1,2-a][1,4]diazepine